1,2-dimyristoleoyl-sn-glycero-3-phosphoethanolamine C(CCCCCCC\C=C/CCCC)(=O)OC[C@@H](OC(CCCCCCC\C=C/CCCC)=O)COP(=O)(O)OCCN